C(C)(C)(C)C1=C(C(=NC=C1)C1=NC=CC=C1)C(C)(C)C di-tert-butyl-2,2-bipyridine